BrC1=CC=C(C=C1)CCN1C(COCC1)C 2-(4-bromophenyl)-1-(3-methylmorpholino)ethane